C(CN(C(C=C)=O)CCNC(C=C)=O)N(C(C=C)=O)CCNC(C=C)=O N,N'-1,2-ethanediylbis{N-[2-(acryloylamino)ethyl]acrylamide}